OC(CN1CCNCC1)COC 1-(2-hydroxy-3-methoxypropyl)-piperazine